4-oxo-2,3-diphenylbutyronitrile O=CC(C(C#N)C1=CC=CC=C1)C1=CC=CC=C1